C(#C)C=1C=CC=C2C=CC=C(C12)C1=C(C=2N=C(N=C(C2C=N1)N1C[C@@H](CCCC1)N)OC[C@]12CCCN2C[C@@H](C1)F)F (R)-1-(7-(8-ethynylnaphthalen-1-yl)-8-fluoro-2-(((2R,7aS)-2-fluorotetrahydro-1H-pyrrolizin-7a(5H)-yl)methoxy)pyrido[4,3-d]pyrimidin-4-yl)azepan-3-amine